fluorotridecyl 2-methyl-acrylate CC(C(=O)OCCCCCCCCCCCCCF)=C